OC1(CN(CC1)C(=O)C1=CC=C2C(=CNC2=C1)C1=NC(=NC=C1C(F)(F)F)N[C@@H]1CNCCC1)C (3-hydroxy-3-methyl-pyrrolidin-1-yl)-[3-[2-[[(3S)-3-piperidyl]amino]-5-(trifluoromethyl)pyrimidin-4-yl]-1H-indol-6-yl]methanone